(±)-cis-Ethyl 1,2-dihydroxycyclooctanecarboxylate O[C@@]1([C@@H](CCCCCC1)O)C(=O)OCC |r|